hydroxy(2-amino)pyrimidine OC1=NC(=NC=C1)N